C(C1CO1)OCCC[Si](O[Si](CCCOCC1CO1)(C)C)(C)C 1,3-bis(glycidyloxypropyl)tetramethyldisiloxane